(E)-2,3-difluoro-N-(2-methoxy-5-(4-(4-(4-oxopent-2-enoyl)piperazin-1-yl)quinazolin-6-yl)pyridin-3-yl)benzene-sulfonamide FC1=C(C=CC=C1F)S(=O)(=O)NC=1C(=NC=C(C1)C=1C=C2C(=NC=NC2=CC1)N1CCN(CC1)C(\C=C\C(C)=O)=O)OC